C(CCCCCCC)OC(CCCCC\C=C/CC\C=C/CCCC)OCCCCCCCC (5Z,9Z)-16,16-dioctyloxy-5,9-hexadecadiene